FC(OC1=NC=CC(=C1C(=O)OC)C)F Methyl 2-(difluoromethoxy)-4-methylpyridine-3-carboxylate